Benzyl (2E)-3-[1-(2,6-dioxopiperidin-3-yl)-3-methyl-2-oxo-1,3-benzodiazol-4-yl]prop-2-enoate O=C1NC(CCC1N1C(N(C2=C1C=CC=C2/C=C/C(=O)OCC2=CC=CC=C2)C)=O)=O